2-((((9H-fluoren-9-yl)methoxy)carbonyl)amino)-6-(dimethylamino)hexanoic acid C1=CC=CC=2C3=CC=CC=C3C(C12)COC(=O)NC(C(=O)O)CCCCN(C)C